CC(COC(=O)C(=C)C)OC1=C(C=CC2=CC=CC=C21)O 2-hydroxy-3-(1-naphthyloxy) propyl methacrylate